C[Si](CCOCN1N=C(C=C1)C1(CC1)S(=O)C)(C)C trimethyl-[2-[[3-(1-methylsulfinylcyclopropyl)pyrazol-1-yl]methoxy]ethyl]silane